2-phenylquinoline platinum [Pt].C1(=CC=CC=C1)C1=NC2=CC=CC=C2C=C1